4-(6-methoxypyridin-3-yl)-2-[(3R)-3-methylmorpholin-4-yl]-8-(1H-pyrazol-5-yl)-1,7-naphthyridine COC1=CC=C(C=N1)C1=CC(=NC2=C(N=CC=C12)C1=CC=NN1)N1[C@@H](COCC1)C